N1=NC(=CC=C1)C(=O)[O-] diazinate